ClC1=C(CN2CCCC23CCNCC3)C=CC=C1 1-(2-chlorobenzyl)-1,8-diazaspiro[4.5]decane